NC1=C2C(=NC=N1)N(N=C2C2=NOC(=C2C2=NC=C(C=N2)C2CCN(CC2)C(CCCCCCCN2CCC(CC2)C2=CC=C(NC1C(NC(CC1)=O)=O)C=C2)=O)C2CC2)C(C)C 3-[4-[1-[8-[4-[2-[3-(4-amino-1-isopropyl-pyrazolo[3,4-d]pyrimidin-3-yl)-5-cyclopropyl-isoxazol-4-yl]pyrimidin-5-yl]-1-piperidyl]-8-oxo-octyl]-4-piperidyl]anilino]piperidine-2,6-dione